(R)-(6-(4-(2-isopropoxyphenyl)piperidin-1-yl)-2-azaspiro[3.4]oct-2-yl)(oxetan-3-yl)methanone C(C)(C)OC1=C(C=CC=C1)C1CCN(CC1)[C@H]1CC2(CN(C2)C(=O)C2COC2)CC1